N-(4-(8-amino-3,5-dimethylimidazo[1,5-a]pyrazin-1-yl)-2-fluoro-5-methylphenyl)-2-(3-fluorophenyl)-2-hydroxy-acetamide NC=1C=2N(C(=CN1)C)C(=NC2C2=CC(=C(C=C2C)NC(C(O)C2=CC(=CC=C2)F)=O)F)C